6'-(2-(2,6-diphenylpyrimidin-4-yl)phenyl)spiro[cyclohexane-1,9'-fluorene]-2'-carbonitrile C1(=CC=CC=C1)C1=NC(=CC(=N1)C1=C(C=CC=C1)C=1C=C2C=3C=CC(=CC3C3(C2=CC1)CCCCC3)C#N)C3=CC=CC=C3